[(p-methoxyphenyl)methyl][4-iodo-6-(trifluoromethyl)-2-pyridyl]amine COC1=CC=C(C=C1)CNC1=NC(=CC(=C1)I)C(F)(F)F